The molecule is an N-acyl-L-alpha-amino acid anion resulting from the deprotonation of the carboxy group of N-oleoyl-L-glutamine. The major species at pH 7.3. It is a N-acyl-L-alpha-amino acid anion, a N-(fatty acyl)-L-alpha-amino acid anion and a N-(fatty acyl)-L-glutamine(1-). It is a conjugate base of a N-oleoyl-L-glutamine. CCCCCCCC/C=C\\CCCCCCCC(=O)N[C@@H](CCC(=O)N)C(=O)[O-]